BrC=1C=2C(N=C3N(C2C=CC1)C1=CC(=CC=C1C31CCCCC1)C1CCN(CC1)CC1CCC3(CCN(CC3)C3=CC(=C(C(=C3)F)C3C(NC(CC3)=O)=O)F)CC1)=O 3-(4-(9-((4-(4'-bromo-5'-oxo-5'H-spiro[cyclohexane-1,7'-indolo[1,2-a]quinazolin]-10'-yl)piperidin-1-yl)methyl)-3-azaspiro[5.5]undecan-3-yl)-2,6-difluorophenyl)piperidine-2,6-dione